(E)-4-oxo-2-Decenal O=C(/C=C/C=O)CCCCCC